2-(6-{5-chloro-2-[(oxan-4-yl)amino]pyrimidin-4-yl}-1-oxo-2,3-dihydro-1H-isoindol-2-yl)-N-[(5-fluoro-2-methoxyphenyl)methyl]acetamide ClC=1C(=NC(=NC1)NC1CCOCC1)C1=CC=C2CN(C(C2=C1)=O)CC(=O)NCC1=C(C=CC(=C1)F)OC